1,3,6,8,10,13-hexaazacyclotetradecane N1CNCCNCNCNCCNC1